2-nitro-2-methyl-1,3-propylene glycol [N+](=O)([O-])C(CO)(CO)C